C(#N)C=1C2=C(C(=NC1)C(=O)NC=1C=C3C(=NNC3=CC1)C1=CN=CO1)CCC2 4-cyano-N-(3-(oxazol-5-yl)-1H-indazol-5-yl)-6,7-dihydro-5H-cyclopenta[c]pyridine-1-carboxamide